C(C)OC1=NC=CC=C1C1=NC=2CN(CC3(CCN(CC3)C3=C(C=CC=C3)C(F)(F)F)C2C=C1)C[C@H]1NCCC1 2-(2-ethoxypyridin-3-yl)-7-[[(2S)-pyrrolidin-2-yl]methyl]-1'-[2-(trifluoromethyl)phenyl]spiro[6,8-dihydro-1,7-naphthyridine-5,4'-piperidine]